FC(C1NCCNC1)(F)F 2-(trifluoromethyl)piperazin